iodo-1-hexene IC=CCCCC